4,4'-disulfanediyl-bis(2-(tert-butyl)-6-(1-hydroxyethyl)phenol) S(SC1=CC(=C(C(=C1)C(C)O)O)C(C)(C)C)C1=CC(=C(C(=C1)C(C)O)O)C(C)(C)C